FC=1C(=CC=2C3=C(NC(C2C1)=O)COC[C@H]3N(C(=O)C=3NC(C(=CC3)C(F)(F)F)=O)C)F (S)-N-(8,9-difluoro-6-oxo-1,4,5,6-tetrahydro-2H-pyrano[3,4-c]isoquinolin-1-yl)-N-methyl-6-oxo-5-(trifluoromethyl)-1,6-dihydropyridine-2-carboxamide